4-hydroxy-2,6-diazabicyclo[3.2.0]Heptane-2-carboxylic acid tert-butyl ester C(C)(C)(C)OC(=O)N1C2CNC2C(C1)O